C(CC)C=CCS(=O)(=O)[O-].[Na+] Natrium propylallylsulfonat